ClC=1C=C(CSC2=NN=C(N2C2=CC=C(C=C2)I)C2=CC=C(C=C2)F)C=CC1F 3-((3-chloro-4-fluorobenzyl)thio)-5-(4-fluorophenyl)-4-(4-iodophenyl)-4H-1,2,4-triazole